5-[1-(2-fluoro-6-methyl-phenyl)-piperidin-4-yl]-2-methyl-7-(6-methyl-3-trifluoromethyl-pyridin-2-ylmethyl)-2,4,5,7-tetrahydro-pyrazolo[3,4-d]pyrimidin-6-one FC1=C(C(=CC=C1)C)N1CCC(CC1)N1C(N(C=2C(C1)=CN(N2)C)CC2=NC(=CC=C2C(F)(F)F)C)=O